galactitol caproate C(CCCCC)(=O)O.C([C@H](O)[C@@H](O)[C@@H](O)[C@H](O)CO)O